1-(4-Ethyl-2-methyl-5-(3,4,6,7-tetrahydropyrano[3,4-d]imidazol-2-yl)benzoyl-4-fluoropiperidin-4-yl)benzonitrile C(C)C1=CC(=C(C(=O)N2CCC(CC2)(F)C2(C#N)CC=CC=C2)C=C1C1=NC2=C(N1)COCC2)C